3-fluoro-N-{4-fluoro-3-[5-(2-methylpropyl)-2H-pyrazolo[3,4-b]pyridin-2-yl]phenyl}azetidine FC1CN(C1)C1=CC(=C(C=C1)F)N1N=C2N=CC(=CC2=C1)CC(C)C